4-(2-(((R)-((S)-7-(1-((3,3-difluorocyclobutyl)methyl)-1H-pyrazol-4-yl)-2,3-dihydro-1H-pyrido[2,3-b][1,4]oxazin-3-yl)(phenyl)methyl)amino)ethyl)benzonitrile FC1(CC(C1)CN1N=CC(=C1)C1=CC2=C(O[C@@H](CN2)[C@@H](C2=CC=CC=C2)NCCC2=CC=C(C#N)C=C2)N=C1)F